C(C)(C)C1(NC(=NC(=N1)NC1CCOCC1)C1=CC=CC=C1)N 2-isopropyl-6-phenyl-N4-(tetrahydro-2H-pyran-4-yl)-1,3,5-triazine-2,4-diamine